6-[3-(4,4-difluoropiperidine-1-carbonyl)-8-quinolyl]-4-methyl-2H-phthalazin-1-one FC1(CCN(CC1)C(=O)C=1C=NC2=C(C=CC=C2C1)C=1C=C2C(=NNC(C2=CC1)=O)C)F